tert-butyl (S)-3-(2,2-difluorocyclopropane-1-carboxamido)-3-methylazetidine-1-carboxylate FC1([C@@H](C1)C(=O)NC1(CN(C1)C(=O)OC(C)(C)C)C)F